(1's,3R,16'S,19's)-8',18'-dioxa-11'-azaspiro[morpholine-3,15'-tetracyclo[17.2.2.02,7.011,16]tricosane] C12C3CCCCC3OCCN3CCC[C@]4([C@H]3COC(CC1)CC2)NCCOC4